CNC(C(=O)NCCC=1C=C(C=CC1)NC=1C(=NC=CN1)C(=O)N)C 3-((3-(2-(2-(methylamino)propanamido)ethyl)phenyl)amino)pyrazine-2-carboxamide